C12C(CCCC1)C(=O)OC2=O 2-cyclohexanediformic anhydride